4-bromobenzoate BrC1=CC=C(C(=O)[O-])C=C1